ClC1=C2C(=CNC2=C(C=C1)N1CCC(CC1)NC(C1=C(C=C(C=C1C)N1CCC(CC1)C(OCCCC)OCCCC)F)=O)C#N N-[1-(4-Chloro-3-cyano-1H-indol-7-yl)piperidin-4-yl]-4-[4-(dibutoxymethyl)piperidin-1-yl]-2-fluoro-6-methylbenzamide